N-((1-(dimethylamino)cyclobutyl)methyl)-8-fluoro-7-(8-fluoronaphthalen-1-yl)-2-((hexahydro-1H-pyrrolizin-7a-yl)methoxy)-N-methylpyrido[4,3-d]pyrimidin-4-amine CN(C1(CCC1)CN(C=1C2=C(N=C(N1)OCC13CCCN3CCC1)C(=C(N=C2)C2=CC=CC1=CC=CC(=C21)F)F)C)C